[N+](=O)([O-])C1=CC=C(CNCCNCCNCCN)C=C1 1-(p-nitrobenzyl)-1,4,7,10-tetraazadecane